dithiolan-ethanol S1SC(CC1)CCO